CCCCCCCCCCCCC/C=C/C(=O)O Hexadecenoic Acid